1,3-diisopropyltriazenide C(C)(C)[N-]N=NC(C)C